FC1=C(C=C(C(=C1)OC1=CC(=CC(=C1)C(F)(F)F)OC)F)S(=O)(=O)NC1=NC=NS1 2,5-difluoro-4-[3-methoxy-5-(trifluoromethyl)phenoxy]-N-(1,2,4-thiadiazol-5-yl)benzene-1-sulfonamide